C(=O)(OC(C)(C)C)N[C@@H](CCCCNC(=O)OC(C)(C)C)C(=O)O Nα,Nε-di-Boc-L-Lysine